((3S,5R)-1-(1-(2,2-difluoroethyl)-1H-pyrazolo[3,4-b]pyrazin-6-yl)-5-methylpiperidin-3-yl)methanol FC(CN1N=CC=2C1=NC(=CN2)N2C[C@H](C[C@H](C2)C)CO)F